(R)-2-(3-((1H-imidazol-1-yl)(4-methyl-4H-1,2,4-triazol-3-yl)methyl)phenyl)-6-(((1-methylcyclobutyl)amino)methyl)-4-(trifluoromethyl)isoindolin-1-one N1(C=NC=C1)[C@H](C=1C=C(C=CC1)N1C(C2=CC(=CC(=C2C1)C(F)(F)F)CNC1(CCC1)C)=O)C1=NN=CN1C